Cl.NC1=C(C=C(C=C1)N(CCO)CCO)[N+](=O)[O-] 1-amino-4-[di-(2-hydroxyethyl)amino]-2-nitrobenzene hydrochloride